5-[2-fluoro-5-(methoxymethoxy)-4-(4,4,5,5-tetramethyl-1,3,2-dioxaborolan-2-yl)phenyl]-3-methoxypyridazine FC1=C(C=C(C(=C1)B1OC(C(O1)(C)C)(C)C)OCOC)C=1C=C(N=NC1)OC